3-[6-Amino-8-(6-iodo-benzo[1,3]dioxol-5-ylsulfanyl)-purin-9-yl]-N-ethyl-propionamide NC1=C2N=C(N(C2=NC=N1)CCC(=O)NCC)SC1=CC2=C(OCO2)C=C1I